N(=[N+]=[N-])C1=C(C(=C(C(=C1[N+](=O)[O-])OC)[N+](=O)[O-])OC)[N+](=O)[O-] 1-azido-2,4,6-trinitro-3,5-dimethoxybenzene